3-((4-chlorophenyl)thio)-5-iodo-N,N-dimethylaniline ClC1=CC=C(C=C1)SC=1C=C(N(C)C)C=C(C1)I